C(C1=CC=CC=C1)OC1=CC=C(C=C1)S(=O)(=O)NC(C)=O N-(4-benzyloxy-benzenesulfonyl)acetamide